(R)-N-(3,4-dichlorobenzyl)-2-(6-(1-(2-hydroxypropanoyl)piperidin-4-yl)-4-oxoquinazolin-3(4H)-yl)-N-methylacetamide ClC=1C=C(CN(C(CN2C=NC3=CC=C(C=C3C2=O)C2CCN(CC2)C([C@@H](C)O)=O)=O)C)C=CC1Cl